(3,5-bis((E)-3,4-difluorobenzylidene)-4-oxocyclohexyl)-4-(ethyl(2-(pyrrolidin-1-yl)ethyl)amino)benzamide FC=1C=C(\C=C\2/CC(C\C(\C2=O)=C/C2=CC(=C(C=C2)F)F)C2=C(C(=O)N)C=CC(=C2)N(CCN2CCCC2)CC)C=CC1F